(R)-6-(1-(1-ethyl-1H-1,2,3-triazol-4-yl)ethoxy)-7-methoxy-4-(1-methyl-3-phenyl-1H-pyrazol-4-yl)pyrido[3,2-d]pyrimidine C(C)N1N=NC(=C1)[C@@H](C)OC=1C(=CC=2N=CN=C(C2N1)C=1C(=NN(C1)C)C1=CC=CC=C1)OC